ClC1=C(C=CC(=C1)C(F)(F)F)C#CC=1C=C(C(=O)OC)C=C(C1)C#N methyl 3-((2-chloro-4-(trifluoromethyl) phenyl) ethynyl)-5-cyanobenzoate